4-(4-iodophenyl)-3-oxobutanoic acid ethyl ester C(C)OC(CC(CC1=CC=C(C=C1)I)=O)=O